CS(=O)(=O)[O-].[Ag+] silver methanesulfonate